CN(N(C)C)C(=O)O[C@H]1C[C@H](CC1)C1=CC(=NN1)NC(=O)C1CC2=C(C=C(C(=C2C1)C=O)OCC1=CC=CC=C1)OC (1R,3S)-3-(3-(5-(benzyloxy)-4-formyl-7-methoxy-2,3-dihydro-1H-indene-2-carboxamido)-1H-pyrazol-5-yl)cyclopentyl 1,2,2-trimethylhydrazine-1-carboxylate